[1,3-bis(2,6-di-i-propylphenyl)imidazol-2-ylidene]Palladium (II) C(C)(C)C1=C(C(=CC=C1)C(C)C)N1C(N(C=C1)C1=C(C=CC=C1C(C)C)C(C)C)=[Pd]